t-butyl α-cumyl peroxide C(C)(C)(C1=CC=CC=C1)OOC(C)(C)C